FC1=C(N=CC2=C1N=C(N=C2N2CCC(CC2)NC(=O)N)OCC21CCCN1CCC2)C2=CC=CC1=CC=CC(=C21)F 1-(1-(8-fluoro-7-(8-fluoronaphthalen-1-yl)-2-((hexahydro-1H-pyrrolizin-7a-yl)methoxy)pyrido[4,3-d]pyrimidin-4-yl)piperidin-4-yl)urea